N-(4-(2-(1H-imidazol-1-yl)ethyl)-5-oxo-4,5-dihydro-1,3,4-thiadiazol-2-yl)-4-(3-chloro-2-fluoro-6-methoxyphenyl)-6-methylnicotinamide N1(C=NC=C1)CCN1N=C(SC1=O)NC(C1=CN=C(C=C1C1=C(C(=CC=C1OC)Cl)F)C)=O